(S)-N-(2-(2-cyano-4,4-difluoropyrrolidin-1-yl)-2-oxoethyl)-6-(3-(1-t-butoxycarbonylpiperidin-4-yl)-1-propoxy)quinoline-4-carboxamide C(#N)[C@H]1N(CC(C1)(F)F)C(CNC(=O)C1=CC=NC2=CC=C(C=C12)OCCCC1CCN(CC1)C(=O)OC(C)(C)C)=O